O1OC(=CC1)C1OCCO1 (dioxolinyl)Dioxolane